C(C1=CC=CC=C1)OC=1C=C(C=CC1)C1=CC(=CC=C1)C[C@]1(C[C@H](CC1)NS(=O)(=O)C)C=1OC=C(N1)CCl N-((1S,3R)-3-((3'-(benzyloxy)-[1,1'-biphenyl]-3-yl)methyl)-3-(4-(chloromethyl)oxazol-2-yl)cyclopentyl)methanesulfonamide